NC1=C(C=C(C=N1)C=1C=C2N(N1)CC[C@]21CN(CC1)C(=O)NC(C)(C)C1=CC(=CC=C1)F)C(F)(F)F |r| (rac)-2'-[6-amino-5-(trifluoromethyl)pyridin-3-yl]-N-[2-(3-fluorophenyl)propan-2-yl]-5',6'-dihydrospiro[pyrrolidine-3,4'-pyrrolo[1,2-b]pyrazole]-1-carboxamide